(2,4-dimethoxybenzyl)-2,2-dimethoxyethane-1-amine COC1=C(CC(C(OC)OC)N)C=CC(=C1)OC